tert-butyl 2-chloro-1-fluoro-5-(fluoromethyl)-12-(methylthio)-5a,6,7,8,9,10-hexahydro-5H-4-oxa-3,10a,11,13,14-pentaaza-6,9-methanonaphtho[1,8-ab]heptalene-14-carboxylate ClC=1C(=C2N=C(N=C3C2=C(OC(C2C4CCC(CN32)N4C(=O)OC(C)(C)C)CF)N1)SC)F